OCC1CCN(CC1)C=1C=CC(=NC1)C(=O)O 5-(4-(hydroxymethyl)piperidin-1-yl)picolinic acid